FC1=C(C=C(C=C1)F)C1=CC(=C(C=C1)OC)NC1=NC=NC2=CC(=C(C=C12)OC1CN(C1)C(C=C)=O)OC 1-(3-((4-((2',5'-difluoro-4-methoxy-[1,1'-biphenyl]-3-yl)amino)-7-methoxy-quinazolin-6-yl)oxy)azetidin-1-yl)prop-2-en-1-one